N1(CCC(CC1)C(=O)OCOC)C(=O)OC(C)(C)C 1-tert-butyl 4-(methoxymethyl) piperidine-1,4-dicarboxylate